OCC1=CC(=CC(=C1O)CO)C 2,6-bishydroxymethyl-p-cresol